(1R,2S,5S)-6,6-Dimethyl-3-(2-(1-(tetrahydro-2H-pyran-2-yl)-3-(trifluoromethyl)-1H-pyrazol-5-yl)acetyl)-3-azabicyclo[3.1.0]hexane-2-carboxylic acid CC1([C@H]2CN([C@@H]([C@@H]12)C(=O)O)C(CC1=CC(=NN1C1OCCCC1)C(F)(F)F)=O)C